2,2-diethyl-6-[3-(6-hydroxy-3-pyridyl)-1,2,4-oxadiazol-5-yl]chroman-4-one C(C)C1(OC2=CC=C(C=C2C(C1)=O)C1=NC(=NO1)C=1C=NC(=CC1)O)CC